2-amino-6-borono-2-(3-(3-(trifluoromethyl)phenoxy)propyl)hexanoic acid NC(C(=O)O)(CCCCB(O)O)CCCOC1=CC(=CC=C1)C(F)(F)F